2-(3'-bromo-3,1'-biphenyl-1-yl)dibenzo[f,h]quinoxaline BrC=1C=C(C=CC1)C=1C=C(C=CC1)C1=NC2=C3C(=C4C(=C2N=C1)C=CC=C4)C=CC=C3